1-propyl-guanidine C(CC)NC(=N)N